5-(thien-3-ylmethyl)thiazolidine-2,4-dione S1C=C(C=C1)CC1C(NC(S1)=O)=O